OC1=CC=C(C=C1)C(C(=O)O)(O)C L-p-hydroxy-phenyllactic acid